(S)-5-(1-(tert-butylsulfonyl)piperidin-2-yl)-3-(3-phenylpropyl)-1,2,4-oxadiazole C(C)(C)(C)S(=O)(=O)N1[C@@H](CCCC1)C1=NC(=NO1)CCCC1=CC=CC=C1